CC1=CC2=C(S1)[C@@]1(C[C@@H](NCC1)C)OCC2 (2'S,7R)-2,2'-dimethylspiro[4,5-dihydrothieno[2,3-c]pyran-7,4'-piperidine]